O1COC2=C1C=CC(=C2)/C=C/C(=O)N(C2=CC=CC=C2)CCCSC (E)-3-(1,3-benzodioxol-5-yl)-N-(3-methylsulfanyl-propyl)-N-phenylprop-2-enamide